The molecule is a member of the class of aplysiatoxins that has the structure of the parent aplysiatoxin, but is carrying an additional bromo substituent on the benzene ring at the position ortho to the phenolic hydroxy group. It is a cyanotoxin produced by several species of freshwater and marine cyanobacteria, as well as algae and molluscs. It has a role as a cyanotoxin, a carcinogenic agent and a marine metabolite. It is a member of aplysiatoxins, a bromophenol, a cyclic hemiketal, an ether, an organic heterotricyclic compound, a secondary alcohol and a spiroketal. C[C@@H]1CC([C@@]23CC([C@@H]([C@H](O2)[C@@H](C)CC[C@@H](C4=CC(=C(C=C4Br)Br)O)OC)C)OC(=O)C[C@@H](OC(=O)C[C@@]1(O3)O)[C@@H](C)O)(C)C